NCC1=CC(=C(C(=C1)C)NC(=O)C1=CC2=C(OCCC3=C2SC=C3)C=C1C=1C(=NC(=CC1)C(NC(C)C)=O)C(=O)O)C 3-(9-((4-(aminomethyl)-2,6-dimethylphenyl)carbamoyl)-4,5-dihydrobenzo[b]thieno[2,3-d]oxepin-8-yl)-6-(isopropylcarbamoyl)picolinic acid